C(C1=CC=CC=C1)OC1=C(N2C(C3=C(C=CC=C13)N1CCOCC1)=NC=N2)C(=O)NCC(=O)OC methyl (6-(benzyloxy)-10-morpholino-[1,2,4]triazolo[5,1-a]isoquinoline-5-carbonyl)glycinate